tert-butyl 6-((cyclobutylmethyl) amino)-2-azaspiro[3.3]heptane-2-carboxylate C1(CCC1)CNC1CC2(CN(C2)C(=O)OC(C)(C)C)C1